2,3,4,9-tetrahydro-1H-carbazol-3-one oxime C1CC(CC=2C3=CC=CC=C3NC12)=NO